CNCCC1=CNC2=CC=C(C=C12)C(C)(C)C N-Methyl-5-tert-butyltryptamine